5-(4-phenyl-5-trifluoromethylthiophen-2-yl)-3-(3-trifluoromethylphenyl)-1,2,4-oxadiazole C1(=CC=CC=C1)C=1C=C(SC1C(F)(F)F)C1=NC(=NO1)C1=CC(=CC=C1)C(F)(F)F